C1(CCC1)C(N1C=C(C=2C1=NC=C(C2)C=2C(=NOC2C)C)C2=CC=C(C(=O)O)C=C2)C2=NC=CC=C2 4-(1-(cyclobutyl(pyridin-2-yl)methyl)-5-(3,5-dimethylisoxazol-4-yl)-1H-pyrrolo[2,3-b]pyridin-3-yl)benzoic acid